FC(OC=1C=C(C=CC1)N1C(C(C2=CC(=CC=C12)C(=O)N[C@@H]1[C@H](CCC1)S(=O)(=O)C)(C)C)=O)F 1-(3-(difluoromethoxy)phenyl)-3,3-dimethyl-N-((1S,2S)-2-(methylsulfonyl)cyclopentyl)-2-oxoindoline-5-carboxamide